4-(3-((5-chloro-2-((2-cyclopropyl-4-(4-methylpiperazin-1-yl)phenyl)amino)pyrimidin-4-yl)amino)propyl)-1,4-oxazepan-3-one ClC=1C(=NC(=NC1)NC1=C(C=C(C=C1)N1CCN(CC1)C)C1CC1)NCCCN1C(COCCC1)=O